ClC=1C(=NC=CC1Cl)C=1CCN(CC1)CC=1C=C2C(N(C(C2=CC1)=O)N1C(NC(CC1)=O)=O)=O 5-((3,4-dichloro-3',6'-dihydro-[2,4'-bipyridyl]-1'(2'H)-yl)methyl)-2-(2,4-dioxotetrahydropyrimidin-1(2H)-yl)isoindoline-1,3-dione